2-(1-(6-cyclopropylimidazo[1,2-a]pyridin-2-yl)ethyl)isoindoline-1,3-dione C1(CC1)C=1C=CC=2N(C1)C=C(N2)C(C)N2C(C1=CC=CC=C1C2=O)=O